N12C[C@H](C(CC1)CC2)OC(N[C@@H]2C(CC1=CC(=CC=C21)C2=C(C=C(C=C2)OC(C)C)Cl)(C)C)=O (S)-quinuclidin-3-yl((R)-5-(2-chloro-4-isopropoxyphenyl)-2,2-dimethyl-2,3-dihydro-1H-inden-1-yl)carbamate